Hexanoic acid (6-{[(1H-imidazol-2-ylmethyl)-amino]-methyl}-pyridin-2-yl)-amide N1C(=NC=C1)CNCC1=CC=CC(=N1)NC(CCCCC)=O